1,1-diaminomethanesulfonic acid NC(S(=O)(=O)O)N